[Cl-].O=C(CCCCCCC\C=C/CCCCCCCC)OCC[N+]1(CCOCC1)CCOC(CCCCCCC\C=C/CCCCCCCC)=O 4,4-Bis[2-[[(9Z)-1-oxo-9-octadecen-1-yl]oxy]ethyl]morpholinium chloride